2-[4-[4-[(2-(Trifluoromethoxy)phenyl)methylamino]benzoyl]piperazin-1-yl]-3H-quinazolin-4-one FC(OC1=C(C=CC=C1)CNC1=CC=C(C(=O)N2CCN(CC2)C2=NC3=CC=CC=C3C(N2)=O)C=C1)(F)F